BrC1=C(C=C2C(=NC(=NC2=C1F)OC[C@]12CCCN2C[C@@H](C1)F)N1CCC(CCC1)C(=O)OC)Cl methyl 1-(7-bromo-6-chloro-8-fluoro-2-(((2R,7aS)-2-fluorotetrahydro-1H-pyrrolizin-7a(5H)-yl)methoxy)quinazolin-4-yl)azepane-4-carboxylate